Butylene Glycol Diisononanoate C(CCCCCC(C)C)(=O)OCCCCOC(CCCCCC(C)C)=O